C(N)(=O)CCC(CN(C)C1=C(C(=CC=C1)C#CCCO)F)NC(OC(C)(C)C)=O tert-butyl N-(4-carbamoyl-1-[[2-fluoro-3-(4-hydroxybut-1-yn-1-yl)phenyl] (methyl)amino] butan-2-yl)carbamate